2-(9-anthryl)-ethyl acrylate C(C=C)(=O)OCCC=1C2=CC=CC=C2C=C2C=CC=CC12